(1-(((3-(isopropylsulfanyl)pyridin-2-yl)methyl)amino)-2-methyl-1-oxopropan-2-yl)carbamic acid tert-butyl ester C(C)(C)(C)OC(NC(C(=O)NCC1=NC=CC=C1SC(C)C)(C)C)=O